[(3S)-1-[3-(3-cyanophenyl)quinoxalin-2-yl]pyrrolidin-3-yl]-2-methylpropanamide C(#N)C=1C=C(C=CC1)C=1C(=NC2=CC=CC=C2N1)N1C[C@@H](CC1)C(C(=O)N)(C)C